2-(3-(4-Methylpiperazine-1-carbonyl)phenyl)-5-phenyl-4-(2-phenylhydrazino)-2,4-dihydro-3H-pyrazol-3-one CN1CCN(CC1)C(=O)C=1C=C(C=CC1)N1N=C(C(C1=O)NNC1=CC=CC=C1)C1=CC=CC=C1